FC(C1=CC=C(S1)C=1N=CNC1)(F)F 4-(5-(trifluoromethyl)thiophen-2-yl)-1H-imidazol